2-(3-(7-chloro-6-(4'-hydroxy-[1,1'-biphenyl]-4-yl)-2-oxo-1,2-dihydroquinolin-3-yl)phenyl)acetic acid ethyl ester C(C)OC(CC1=CC(=CC=C1)C=1C(NC2=CC(=C(C=C2C1)C1=CC=C(C=C1)C1=CC=C(C=C1)O)Cl)=O)=O